Ethyl 5-phenyl-1,4,5,7-tetrahydropyrano[3,4-c]pyrazole-3-carboxylate C1(=CC=CC=C1)C1CC2=C(NN=C2C(=O)OCC)CO1